(2S)-N-[5-[(3-fluorophenyl)methyl]thiazol-2-yl]-1-methyl-pyrrolidine-2-carboxamide FC=1C=C(C=CC1)CC1=CN=C(S1)NC(=O)[C@H]1N(CCC1)C